C1(=CC=CC=C1)NC(C1=CC=C(C(=O)N)C=C1)=O N-phenyl-terephthalamide